2-bromo-1-chloro-4-cyclobutoxybenzene BrC1=C(C=CC(=C1)OC1CCC1)Cl